3-{3-methyl-4-[methyl(piperidin-4-yl)amino]-2-oxo-1,3-benzodiazol-1-yl}piperidine-2,6-dione CN1C(N(C2=C1C(=CC=C2)N(C2CCNCC2)C)C2C(NC(CC2)=O)=O)=O